(1R,3S,4R)-N-((S)-1-cyano-2-((R)-2-oxopyrrolidin-3-yl)ethyl)-5,5-difluoro-2-((S)-2-hydroxy-2-phenylpropanoyl)-2-azabicyclo[2.2.2]octane-3-carboxamide C(#N)[C@H](C[C@@H]1C(NCC1)=O)NC(=O)[C@H]1N([C@H]2CC([C@@H]1CC2)(F)F)C([C@](C)(C2=CC=CC=C2)O)=O